4-(Morpholine-4-carbonyl)benzoic acid [3-(1-ethyl-8-oxo-spiro[6,7-dihydro-4H-pyrazolo[3,4-c]azepin-5,4'-tetrahydropyran]-3-yl)-2,2-dimethyl-propyl] ester C(C)N1N=C(C2=C1C(NCC1(CCOCC1)C2)=O)CC(COC(C2=CC=C(C=C2)C(=O)N2CCOCC2)=O)(C)C